Silver Neodecanoate C(CCCCCC(C)(C)C)(=O)[O-].[Ag+]